Dibenzyl maleate C(\C=C/C(=O)OCC1=CC=CC=C1)(=O)OCC1=CC=CC=C1